C(C)(C)(C)OC(=O)N1CCC(CC1)(F)C=1OC(=NN1)[C@@]12CN(C[C@]2(C1)C(F)(F)F)C1=C2C=CC=NC2=C(C=C1)C#N 4-(5-((1S,5R)-3-(8-cyanoquinolin-5-yl)-5-(trifluoromethyl)-3-azabicyclo[3.1.0]hex-1-yl)-1,3,4-oxadiazol-2-yl)-4-fluoropiperidine-1-carboxylic acid tert-butyl ester